C(C)(C)C1=C(C=CC(=C1)C=O)C1=C(C=CC=C1)COC 2-isopropyl-2'-(methoxymethyl)-[1,1'-biphenyl]-4-carbaldehyde